diisopropyl thiosulfate S(=S)(=O)(OC(C)C)OC(C)C